C(C)(=O)O[C@@H]1[C@H](O[C@H]([C@@H]1OC(C)=O)N1N=CC=2C1=NC(=CC2N(C2CCCC2)C(=O)OC(C)(C)C)Cl)COC(C)=O (2R,3R,4R,5R)-2-(Acetoxymethyl)-5-(4-((tert-butoxycarbonyl)(cyclopentyl)amino)-6-chloro-1H-pyrazolo[3,4-b]pyridin-1-yl)tetrahydrofuran-3,4-diyl diacetate